BrCC=1N=NN(C1CBr)CC(=O)O 2-(4,5-dibromomethyl-1H-1,2,3-triazol-1-yl)acetic acid